3,6-bis(2,4,6-trimethylphenyl)carbazole potassium oleate C(CCCCCCC\C=C/CCCCCCCC)(=O)[O-].[K+].CC1=C(C(=CC(=C1)C)C)C=1C=CC=2NC3=CC=C(C=C3C2C1)C1=C(C=C(C=C1C)C)C